1-(4-bromophenyl)-1-methylhydrazine BrC1=CC=C(C=C1)N(N)C